6-tert-butyl-4-(2-fluorophenoxy)-5-(4-fluorophenyl)thieno[2,3-d]pyrimidine C(C)(C)(C)C1=C(C2=C(N=CN=C2OC2=C(C=CC=C2)F)S1)C1=CC=C(C=C1)F